ClC=1SC2=C(N1)C(=C(C(=C2)OC)F)C(C(C)(C)C)O 1-(2-chloro-5-fluoro-6-methoxybenzo[d]thiazol-4-yl)-2,2-dimethylpropan-1-ol